CN1N=CC2=C1N=C(N(C2=O)C2=CC=CC=C2)SC(CC)C2=CC=CC=C2 1-methyl-5-phenyl-6-((1-phenylpropyl)thio)-1H-pyrazolo[3,4-d]pyrimidin-4(5H)-one